1-(5-(4-AMINO-7-CYCLOBUTYL-7H-PYRROLO[2,3-D]PYRIMIDIN-5-YL)IMIDAZO[1,2-A]PYRIDIN-8-YL)-3-(5-(1-(TRIFLUOROMETHYL)CYCLOPROPYL)ISOXAZOL-3-YL)UREA NC=1C2=C(N=CN1)N(C=C2C2=CC=C(C=1N2C=CN1)NC(=O)NC1=NOC(=C1)C1(CC1)C(F)(F)F)C1CCC1